6-(4-((2R,3S)-1-acetyl-4-acryloyl-3-(hydroxymethyl)piperazin-2-yl)-6-chloropyridin-2-yl)-N-methylpyrimidine-4-carboxamide C(C)(=O)N1[C@@H]([C@H](N(CC1)C(C=C)=O)CO)C1=CC(=NC(=C1)Cl)C1=CC(=NC=N1)C(=O)NC